4-{[(1R,2R)-2-hydroxycyclohexyl]amino}-1-[2-hydroxy-4-(trifluoromethyl)phenyl]-7,8-dihydropyrido[3,4-d]pyridazine O[C@H]1[C@@H](CCCC1)NC=1N=NC(=C2C1C=NCC2)C2=C(C=C(C=C2)C(F)(F)F)O